N-(5-tert-butyl-4-methyl-thiazol-2-yl)-3-[[6-(5-methyl-1,2,4-oxadiazol-3-yl)quinazolin-4-yl]amino]propanamide formate C(=O)O.C(C)(C)(C)C1=C(N=C(S1)NC(CCNC1=NC=NC2=CC=C(C=C12)C1=NOC(=N1)C)=O)C